(2R,3R,4R,5R)-3,4-diacetoxy-5-(acetoxymethyl)tetrahydrofuran C(C)(=O)O[C@@H]1CO[C@@H]([C@H]1OC(C)=O)COC(C)=O